N[C@H](CC1=CC=2N(C(N=CC2S1)Cl)CC=1SC=CC1)CC 6-[(2S)-2-aminobutyl]-2-chloro-N-[(thiophen-2-yl)methyl]thieno[3,2-d]pyrimidin